N-(4-methoxyphenyl)-N-methylpropylamine COC1=CC=C(C=C1)N(C)CCC